N(=C=O)CCC(C(=O)O)(O)C.C(C=C)(=O)OCCN=C=O 2-isocyanatoethyl acrylate (2-Isocyanatoethyl lactate)